(+/-)-N-(3,5-difluoro-4-{[3-(propan-2-yl)-1H-pyrrolo[2,3-b]pyridin-4-yl]oxy}phenyl)-N'-{(2S)-2-(hydroxymethyl)-2-methyl-3-[(propan-2-yl)oxy]propyl}thiourea FC=1C=C(C=C(C1OC1=C2C(=NC=C1)NC=C2C(C)C)F)NC(=S)NC[C@@](COC(C)C)(C)CO |r|